CCCCCCCCCCCCCCCCCCCCCCCCCC Hexacosan